(3-phenylpropyl)-2-(thiophen-2-yl)-1H-benzo[d]Imidazole-4-carboxamide C1(=CC=CC=C1)CCCN1C(=NC2=C1C=CC=C2C(=O)N)C=2SC=CC2